BrC1=CC(=C(C=C1OC1CC1)N1N=CC=C1)I 1-[4-bromo-5-(cyclopropoxy)-2-iodo-phenyl]pyrazole